CC=1N=C(SC1C(=O)OCCC)C(=O)N1C[C@H](CC1)NC(C1=CC(=CC=C1)C=1N=NN(N1)C)=O propyl 4-methyl-2-[(3S)-3-[[3-(2-methyltetrazol-5-yl)benzoyl]amino]pyrrolidine-1-carbonyl]thiazole-5-carboxylate